lithium (s)-3-(3-(2-methyl-5-((5-(trifluoromethyl)pyridin-3-yl)carbamoyl) phenyl) pyrrolidin-1-yl)isonicotinate CC1=C(C=C(C=C1)C(NC=1C=NC=C(C1)C(F)(F)F)=O)[C@H]1CN(CC1)C1=C(C(=O)[O-])C=CN=C1.[Li+]